(4-(3-cyano-7-(1-methyl-1H-pyrazol-4-yl)imidazo[1,2-a]pyridin-5-yl)phenyl)piperazine-1-carboxylic acid tert-butyl ester C(C)(C)(C)OC(=O)N1C(CNCC1)C1=CC=C(C=C1)C1=CC(=CC=2N1C(=CN2)C#N)C=2C=NN(C2)C